COC1=C(C(=O)NCC(F)(F)F)C(=CC(=C1)C1=CN=C2N1C=CC(=C2)C=2C=NC=NC2)OC 2,6-dimethoxy-4-(7-pyrimidin-5-ylimidazo[1,2-a]pyridin-3-yl)-N-(2,2,2-trifluoroethyl)benzamide